N1C=NC=C1C(=O)OC methyl 1H-imidazole-5-carboxylate